NC1CCN(CC1)C=1N=C(C(=C2C1N(N=C2)C)C2=CC(=C(C=C2)OC)O)C2=CC(=C(C#N)C=C2)F 4-(7-(4-aminopiperidin-1-yl)-4-(3-hydroxy-4-methoxyphenyl)-1-methyl-1H-pyrazolo[3,4-c]pyridin-5-yl)-2-fluorobenzonitrile